1-(4-chlorophenoxy)-1-ethynyl-cycloheptane tert-butyl-[(3R,5S)-5-{[bis(tert-butoxycarbonyl)amino]methyl}-3-(dibenzylamino)-2-oxopyrrolidin-1-yl]acetate C(C)(C)(C)OC(CN1C([C@@H](C[C@H]1CN(C(=O)OC(C)(C)C)C(=O)OC(C)(C)C)N(CC1=CC=CC=C1)CC1=CC=CC=C1)=O)=O.ClC1=CC=C(OC2(CCCCCC2)C#C)C=C1